6-hydroxy-1,4,5-trimethyl-2-naphthoic acid OC=1C(=C2C(=CC(=C(C2=CC1)C)C(=O)O)C)C